ClC=1C(=CC(=C(C1)N1C(C=CC2=CC(=CC=C12)S(=O)(=O)N(C=1N=NC=CC1)CC1=CC=C(C=C1)OC)=O)OC)[C@H]1[C@@H](C1)C(F)(F)F TRANS-(P)-1-(5-CHLORO-2-METHOXY-4-(2-(TRIFLUOROMETHYL)CYCLOPROPYL)PHENYL)-N-(4-METHOXYBENZYL)-2-OXO-N-(PYRIDAZIN-3-YL)-1,2-DIHYDROQUINOLINE-6-SULFONAMIDE